BrCCCCCC[N+]1(CCCCC1)C 1-(6-Bromohexyl)-1-methylpiperidinium